(±)-5-Benzyl-N-(1-methyl-2-oxo-8-(pyridin-4-ylethynyl)-2,3,4,5-tetrahydro-1H-benzo[b]azepin-3-yl)-1H-1,2,4-triazole-3-carboxamid C(C1=CC=CC=C1)C1=NC(=NN1)C(=O)N[C@@H]1CCC2=C(N(C1=O)C)C=C(C=C2)C#CC2=CC=NC=C2 |r|